trans-2-((6-(5-(((((R)-4,4-difluoropentan-2-yl)oxy)carbonyl)amino)-1-methyl-1H-1,2,3-triazol-4-yl)-2-methylpyridin-3-yl)ethynyl)cyclobutane-1-carboxylic acid FC(C[C@@H](C)OC(=O)NC1=C(N=NN1C)C1=CC=C(C(=N1)C)C#C[C@H]1[C@@H](CC1)C(=O)O)(C)F